C(CCC)S(=O)(=O)O.[C@@H]1([C@H](O)[C@H](O)[C@@H](CN[C@@H](CCSC)C(=O)O)O1)N1C=NC=2C(N)=NC=NC12 adenosyl-methionine butanesulfonate